(+)-(3R*,4S*)-4-(2,6-difluoro-4-methoxy-phenyl)-2-oxopyrrolidine-3-carboxylic acid methyl ester COC(=O)[C@H]1C(NC[C@@H]1C1=C(C=C(C=C1F)OC)F)=O |o1:4,8|